ClC1=NN2C(N=CC3=C2C(C[C@H]3C(=O)NC=3C=NC(=C(C3)Cl)OC(F)F)(C)C)=C1 (R)-2-chloro-N-(5-chloro-6-(difluoromethoxy)pyridin-3-yl)-8,8-dimethyl-7,8-dihydro-6H-cyclopenta[e]pyrazolo[1,5-a]pyrimidine-6-carboxamide